COC(CC1=CC(=C(C=C1)C1=NC(=CC=C1)OCC1=C(C=C(C=C1)C#N)F)C)=O 2-[4-[6-[(4-Cyano-2-fluoro-phenyl)methoxy]-2-pyridinyl]-3-methyl-phenyl]acetic acid methyl ester